6-methoxy-N-(4-((3-methyloxetan-3-yl)methoxy)pyridin-2-yl)nicotinamide COC1=NC=C(C(=O)NC2=NC=CC(=C2)OCC2(COC2)C)C=C1